FC1(CCC(CC1)NC(=O)C1=NC(=NC=C1)N1C=NC=C1)F N-(4,4-difluorocyclohexyl)-2-(1H-imidazol-1-yl)pyrimidine-4-carboxamide